COC([C@H](O)[C@@H](O)C(=O)OC)=O L-tartaric acid dimethyl ester